CN1N=CC(=C1)N(S(=O)(=O)NC(=O)N)C1CCN(CC1)C 1-[(1-methyl-1H-pyrazol-4-yl)(1-methylpiperidin-4-yl)sulfamoyl]Urea